NCC1=CC2=C(C(=NO2)C[C@H](C(=O)OC(C)(C)C)[C@@H]2CN(CC2)C(=O)OC(C)(C)C)C=C1 tert-butyl (R)-3-((S)-3-(6-(aminomethyl)benzo[d]isoxazol-3-yl)-1-(tert-butoxy)-1-oxopropane-2-yl)pyrrolidine-1-carboxylate